2,5-dioxo-6,7,8,9-tetrahydro-1H-cyclohepta[b]pyridine-3-carboxylic acid O=C1C(=CC2=C(N1)CCCCC2=O)C(=O)O